C(C1=CC=CC=C1)(=O)O[C@H]1O[C@@H]([C@H]([C@H]1O)OC(C1=CC=CC=C1)=O)COC(C1=CC=CC=C1)=O (2r,3r,4s,5r)-5-((benzoyloxy) methyl)-3-hydroxy-tetrahydrofuran-2,4-diyl dibenzoate